N-(3-fluorophenyl)-4-hydroxy-1-isobutyl-6-(4-methylpiperazin-1-yl)-2-oxo-1,2-dihydroquinoline-3-carboxamide hydrochloride Cl.FC=1C=C(C=CC1)NC(=O)C=1C(N(C2=CC=C(C=C2C1O)N1CCN(CC1)C)CC(C)C)=O